5-fluoro-2,4-dimethylbenzo[d]oxazol-6-amine FC=1C(=CC2=C(N=C(O2)C)C1C)N